8-phenyl-5-(p-toluenesulfonyl)imidazo[1,2-a]pyrazine C1(=CC=CC=C1)C=1C=2N(C(=CN1)S(=O)(=O)C1=CC=C(C)C=C1)C=CN2